CC(CC1=CC=C2C(=CC(OC2=C1)=O)C1=C(C=CC=C1)C)C(N1CCCCC1)=O 7-(2-methyl-3-oxo-3-(piperidin-1-yl)propyl)-4-(o-tolyl)-2H-chromen-2-one